1-(6-(((6-(1-methyl-1H-pyrazol-4-yl)pyrazolo[1,5-a]pyrazin-4-yl)oxy)methyl)-3-azabicyclo[3.1.1]heptan-3-yl)prop-2-en-1-one CN1N=CC(=C1)C=1N=C(C=2N(C1)N=CC2)OCC2C1CN(CC2C1)C(C=C)=O